FC1=C(C(=O)C=2C3=C(SC2NC([C@H](C)NC(OCC2=CC=CC=C2)=O)=O)CC2(CCC3)OCCO2)C(=CC=C1)F benzyl N-[(1S)-2-[[3'-(2,6-difluorobenzoyl)spiro[1,3-dioxolane-2,7'-4,5,6,8-tetrahydrocyclohepta[b]thiophene]-2'-yl]amino]-1-methyl-2-oxo-ethyl]carbamate